3-(3-chloro-5-fluorophenyl)-5,6-difluoro-1-(trifluoromethyl)-4,5,6,7-tetrahydro-1H-indol-7-ol ClC=1C=C(C=C(C1)F)C1=CN(C=2C(C(C(CC12)F)F)O)C(F)(F)F